C1(=CC=CC2=CC=CC=C12)C=1NC=CN1 2-(1-naphthyl)imidazole